O1CCN(CC1)C1=CC(NC(=C1)N1[C@@H](CCC1)C(C)(C)C1=CC=CC=C1)=O (S)-4-morpholino-6-(2-(2-phenylpropan-2-yl)pyrrolidin-1-yl)pyridin-2(1H)-one